ClC1=C(C(=O)NCC2=CC=C(C=C2)OC)C=C(C=C1)F 2-chloro-5-fluoro-N-(4-methoxybenzyl)benzamide